FC(C(=O)N1CC(C1)N1N=C(C=2C1=NC=CC2)\C=C\C2=CC=C(C=C2)F)=C (E)-2-fluoro-1-(3-(3-(4-fluorostyryl)-1H-pyrazolo[3,4-b]pyridin-1-yl)azetidin-1-yl)prop-2-en-1-one